5-(2-azoniaspiro[3.3]heptan-6-yloxy)-8-chloro-2-methyl-isoquinolin-1-one C1[NH2+]CC12CC(C2)OC2=C1C=CN(C(C1=C(C=C2)Cl)=O)C